N1=C2N(C=C1C=1C=C(C=CC1OC1=CC=C(C=C1)S(F)(F)(F)(F)F)S(=O)(=O)NC)CCC2 3-(6,7-dihydro-5H-pyrrolo[1,2-a]imidazol-2-yl)-N-methyl-4-[4-(pentafluoro-lambda~6~-sulfanyl)phenoxy]benzene-1-sulfonamide